5-benzyl-N-(4-(tetrahydro-2H-pyran-4-yl)pyridin-2-yl)-4H-1,2,4-triazole-3-carboxamide C(C1=CC=CC=C1)C=1NC(=NN1)C(=O)NC1=NC=CC(=C1)C1CCOCC1